ClC1=C(C=C(C(=C1)Cl)OC)NC1=C(C=NC2=CC(=C(C=C12)OCC)OCCC1CCN(CC1)C)C#N 4-[(2,4-Dichloro-5-methoxyphenyl)amino]-6-ethoxy-7-[2-(1-methylpiperidin-4-yl)ethoxy]quinoline-3-carbonitrile